N-[3-(2-oxopyrrolidin-1-yl)propyl]-1H-indazole-3-carboxamide O=C1N(CCC1)CCCNC(=O)C1=NNC2=CC=CC=C12